5-bromo-1,2-dimethyl-3-nitrobenzene BrC=1C=C(C(=C(C1)C)C)[N+](=O)[O-]